C(C1=CC=CC=C1)OC1=CC=C2C(C(OC(C2=C1)C)C1=CC=CC=C1)C1=CC=C(C=C1)N1CCC(CC1)C(OC)OC 1-(4-(7-(benzyloxy)-1-methyl-3-phenylisochroman-4-yl)phenyl)-4-(dimethoxymethyl)piperidine